cyclopropane 3-bromopropyl-thiolacetate BrCCCOC(CC=1SC=CC1)=O.C1CC1